FC(C(=O)O)(F)F.CN1N=CC(=C1)NC1=NC=C(C(=N1)NC1CCC(CC1)N1CCNCC1)C=1OC=NN1 N2-(1-methyl-1H-pyrazol-4-yl)-5-(1,3,4-oxadiazol-2-yl)-N4-((1s,4s)-4-(piperazin-1-yl)cyclohexyl)pyrimidine-2,4-diamine 2,2,2-trifluoroacetate salt